NC1=NC=C(C2=C1C=NN2C2OCCCC2)NC(C(=O)N2[C@H](CC[C@@H](C2)C)C=2C=CC1=C(N=CS1)C2)=O N-(4-amino-1-(tetrahydro-2H-pyran-2-yl)-1H-pyrazolo[4,3-C]pyridin-7-yl)-2-((2R,5S)-2-(benzo[d]thiazol-5-yl)-5-methylpiperidin-1-yl)-2-oxoacetamide